C(C)N1C2=NC(=NC(=C2N=C1C1=CC=NC=C1)N1CCOCC1)N1N=C(C=C1O)C1=CC=CC=C1 1-(9-ethyl-6-morpholino-8-(pyridin-4-yl)-9H-purin-2-yl)-3-phenyl-1H-pyrazol-5-ol